FC(C(=O)O)(F)F.NCC(CC=1N(C(NN1)=O)CC=1SC(=CC1)C#CC=1C=NC(=CC1)N1CCOCC1)=C(F)F [2-(aminomethyl)-3,3-difluoro-allyl]-4-[[5-[2-(6-morpholino-3-pyridinyl)ethynyl]-2-thienyl]methyl]-1,2,4-triazol-3-one trifluoroacetate salt